N,N'-diethyl-propanediamine C(C)NC(CC)NCC